ClC1=CC=C(C=C1)C1=NN(C(C2=CC=CC=C12)=O)NC(CC1=CC2=CC=CC=C2C=C1)=O N-[4-(4-chlorophenyl)-1-oxophthalazin-2(1H)-yl]-2-(2-naphthyl)acetamide